CC1=C(C=2N(C=C1C=1NC3=CC=C(C=C3C1C(C)C)C1CCC(CC1)NC([C@H](C)NC)=O)N=CN2)C (S)-N-(4-(2-(7,8-dimethyl-[1,2,4]triazolo[1,5-a]pyridin-6-yl)-3-isopropyl-1H-indol-5-yl)cyclohexyl)-2-(methylamino)propanamide